FC=1C=C(C=CC1[N+](=O)[O-])C=1CCN(CC1)C(=O)OC(C)(C)C tert-butyl 4-(3-fluoro-4-nitrophenyl)-3,6-dihydropyridine-1(2H)-carboxylate